OCC([C@@H](C[C@H]1C(NCC1)=O)NC(=O)[C@H]1N(C2CCC1CC2)C(=O)C2=CC1=C(N2)C(=CS1)C)=O (S)-N-((R)-4-hydroxy-3-oxo-1-((S)-2-oxopyrrolidin-3-yl)butan-2-yl)-2-(3-methyl-4H-thieno[3,2-b]pyrrole-5-carbonyl)-2-azabicyclo[2.2.2]octane-3-carboxamide